4-benzyloxy-1-(3,4-difluorophenyl)-6-fluoro-3-iodo-2-tetrahydropyran-4-yl-indole C(C1=CC=CC=C1)OC1=C2C(=C(N(C2=CC(=C1)F)C1=CC(=C(C=C1)F)F)C1CCOCC1)I